ethyl 4,7-difluoro-5-hydroxy-indane-2-carboxylate FC1=C2CC(CC2=C(C=C1O)F)C(=O)OCC